ClC1=C(C=C(N=N1)C=1C(NC(NC1)=O)=O)[C@H]1[C@@H](C1)CF 5-(6-Chloro-5-((1R,2R)-2-(fluoromethyl)cyclopropyl)pyridazin-3-yl)pyrimidine-2,4(1H,3H)-dione